C1(CCC1)N1CCC(CC1)NC(=O)C1=NNC(=C1CC(F)(F)F)C=1C=C(C=2N(C1)N=CN2)C N-(1-cyclobutylpiperidin-4-yl)-5-(8-methyl-[1,2,4]triazolo[1,5-a]pyridin-6-yl)-4-(2,2,2-trifluoroethyl)-1H-pyrazole-3-carboxamide